C(C)P(=O)(CC)C1=C2C(=NC=C1)N(C(N2C2CN(C2)C(C(=C)F)=O)=O)C=2C=NC(=CC2)C(F)(F)F 7-(diethylphosphoryl)-1-[1-(2-fluoroacryloyl)azetidin-3-yl]-3-[6-(trifluoromethyl)pyridin-3-yl]-2,3-dihydro-1H-imidazo[4,5-b]pyridin-2-one